ClC1=C(C(=O)NC=2C=NC=CC2)C=C(C=C1)S(NC1=CC=C(C=C1)F)(=O)=O 2-chloro-5-(N-(4-fluorophenyl)sulfamoyl)-N-(pyridin-3-yl)benzamide